(1R,3S)-3-(5-amino-1-(tert-butyl)-1H-pyrazol-3-yl)cyclopentan-1-ol 3,4,4a,5,6,7,8,8a-octahydronaphthalene-1-carboxylate C1(=CCCC2CCCCC12)C(=O)O[C@H]1C[C@H](CC1)C1=NN(C(=C1)N)C(C)(C)C